OC[C@H](C1=CC=CC=C1)NC1=CC(=NC=C1C1=NC=NO1)NC1=NC=C2C(=N1)N(NC2=O)C (S)-6-((4-((2-hydroxy-1-phenylethyl)amino)-5-(1,2,4-oxadiazol-5-yl)pyridin-2-yl)amino)-1-methyl-1,2-dihydro-3H-pyrazolo[3,4-d]pyrimidin-3-one